(3-bromophenyl)-N-(methylcarbamoyl)-2-(4-(trifluoromethyl)pyridin-2-yl)acetamide Ethyl-2'-bromo-5'h,7'h-spiro[cyclopropane-1,6'-pyrazolo[5,1-b][1,3]oxazine]-3'-carboxylate C(C)OC(=O)C=1C(=NN2C1OCC1(C2)CC1)Br.BrC=1C=C(C=CC1)C(C(=O)NC(NC)=O)C1=NC=CC(=C1)C(F)(F)F